NCC1=CC(=C(C=N1)N1C(NC(CC1)=O)=O)F 1-(6-(Aminomethyl)-4-fluoropyridin-3-yl)dihydropyrimidine-2,4(1H,3H)-dione